4-(4-(3-nitrobenzenesulfonyl)-3,4-dihydro-2H-pyrido[4,3-b][1,4]oxazin-8-yl)benzonitrile [N+](=O)([O-])C=1C=C(C=CC1)S(=O)(=O)N1C2=C(OCC1)C(=CN=C2)C2=CC=C(C#N)C=C2